1,2,5-oxathiazine O1SC=CN=C1